9-[1-[[6-chloro-2-(4-piperidyl)-3-pyridyl]amino]ethyl]-3-ethyl-4,7-dimethyl-pyrazolo[3,4-c]isoquinolin-5-one ClC1=CC=C(C(=N1)C1CCNCC1)NC(C)C=1C=2C3=C(N(C(C2C=C(C1)C)=O)C)N(N=C3)CC